N-tert-butyl-4-[[(1S)-indan-1-carbonyl]amino]pyridine-2-carboxamide C(C)(C)(C)NC(=O)C1=NC=CC(=C1)NC(=O)[C@H]1CCC2=CC=CC=C12